4'-propyl-4-biphenylcarbonitrile C(CC)C1=CC=C(C=C1)C1=CC=C(C=C1)C#N